CN(CC[C@@H]1CNCC1)C (R)-N,N-Dimethyl-2-(pyrrolidin-3-yl)ethan-1-amine